{1-{1-[(1-methyl-1H-pyrazol-3-yl)sulfonyl]piperidin-4-yl}-3-[4-(7H-pyrrolo[2,3-d]pyrimidin-4-yl)-1H-pyrazol-1-yl]azetidin-3-yl}acetonitrile CN1N=C(C=C1)S(=O)(=O)N1CCC(CC1)N1CC(C1)(N1N=CC(=C1)C=1C2=C(N=CN1)NC=C2)CC#N